N-(6-bromothiazolo[4,5-b]pyridin-2-yl)-2'-methoxy-5-methyl-[1,1'-biphenyl]-2-carboxamide BrC=1C=C2C(=NC1)N=C(S2)NC(=O)C=2C(=CC(=CC2)C)C2=C(C=CC=C2)OC